C12N(CC(NC1)C2)C=2C=C1C(=CN(C(C1=CC2)=O)CC)N(C=2SC(=C(N2)C2=CC=C(C=C2)F)C#N)C 2-((6-(2,5-diazabicyclo[2.2.1]hept-2-yl)-2-ethyl-1-oxo-1,2-dihydroisoquinolin-4-yl)(methyl)amino)-4-(4-fluorophenyl)thiazole-5-carbonitrile